7-(4-bromobenzyl)-5-methoxy-3-methylpyrido[3,4-d]pyridazin-4(3H)-one BrC1=CC=C(CC2=CC3=C(C(N(N=C3)C)=O)C(=N2)OC)C=C1